[1,1'-biphenyl]-4,4'-disulfonic acid C1(=CC=C(C=C1)S(=O)(=O)O)C1=CC=C(C=C1)S(=O)(=O)O